Triethyl phosphonoacetate CCOC(=O)CP(=O)(OCC)OCC